CN1C(=NN=C1C(F)(F)F)CO (4-Methyl-5-(trifluoromethyl)-4H-1,2,4-triazol-3-yl)methanol